N5-(Methoxy-d3)-2-phenyl-N4-(2,3,5,6-tetrafluoro-3'-(methoxy-d3)-[1,1'-biphenyl]-4-yl)thiazole-4,5-dicarboxamide C(ONC(=O)C1=C(N=C(S1)C1=CC=CC=C1)C(=O)NC1=C(C(=C(C(=C1F)F)C1=CC(=CC=C1)OC([2H])([2H])[2H])F)F)([2H])([2H])[2H]